succinimidyl l-6-(β-maleimidopropionamido)-hexanoate C1(C=CC(N1CCC(=O)NCCCCCC(=O)ON1C(CCC1=O)=O)=O)=O